4-octadecanoyloxy-2,2,6,6-tetramethyl-piperidine C(CCCCCCCCCCCCCCCCC)(=O)OC1CC(NC(C1)(C)C)(C)C